C(C)(C)(C)OC(=O)N[C@H](C(=O)O)C(C1=CC=CC=C1)C1=CC=CC=C1 (S)-2-((tert-butoxycarbonyl)amino)-3,3-diphenyl-propionic acid